Phenyl-(3-oxo-3-(2-(4-phenylthiazol-2-yl) pyrrolidin-1-yl) propyl) carbamate C(N)(OC(CC(N1C(CCC1)C=1SC=C(N1)C1=CC=CC=C1)=O)C1=CC=CC=C1)=O